C(C)N1N=CC=C1S(=O)(=O)N1C[C@]2(CC3=C(C[C@@H]2CC1)N(N=C3)C3=CC=C(C=C3)F)C(=O)C3=NC=CC(=C3)C(F)(F)F ((4aR,8aS)-6-((1-ethyl-1H-pyrazol-5-yl)sulfonyl)-1-(4-fluorophenyl)-4,4a,5,6,7,8,8a,9-octahydro-1H-pyrazolo[3,4-g]isoquinolin-4a-yl)(4-(trifluoromethyl)pyridin-2-yl)methanone